3-(6-Chloropyridin-3-yl)-2-azabicyclo[2.2.2]Oct-5-ene-2-carboxylic acid ethyl ester C(C)OC(=O)N1C2C=CC(C1C=1C=NC(=CC1)Cl)CC2